C1(CC1)C1=NC=C(C=N1)C1=CC2=C(N=C3N2C(CC3)C3=CC=CC=C3)C=C1 7-(2-cyclopropylpyrimidin-5-yl)-1-phenyl-2,3-dihydro-1H-benzo[d]pyrrolo[1,2-a]imidazole